(S)-N-((S)-(3-chloro-4-fluorophenyl)(2-methylbenzo[d]thiazol-5-yl)methyl)-2-oxoimidazolidine-4-carboxamide ClC=1C=C(C=CC1F)[C@@H](NC(=O)[C@H]1NC(NC1)=O)C=1C=CC2=C(N=C(S2)C)C1